2-methyl-1-(methylthio)propan-2-amine CC(CSC)(C)N